6-ethyl-3-((3-(3-propiolamidoprop-1-yn-1-yl)phenyl)amino)-5-((tetrahydro-2H-pyran-4-yl)amino)pyrazine-2-carboxamide C(C)C1=C(N=C(C(=N1)C(=O)N)NC1=CC(=CC=C1)C#CCNC(C#C)=O)NC1CCOCC1